COC(=O)[C@H]1N(C[C@@H](C1)NC(=O)OC(C)(C)C)C(=O)OCC1=CC=CC=C1 (2S,4R)-4-(tert-Butoxycarbonylamino)pyrrolidine-1,2-dicarboxylic acid 1-benzyl 2-methyl ester